CC1=NC=C(C=N1)[C@@H](C)NC(C1=CC(=CC(=C1)OC1COC1)C=1SC(=CN1)C)=O N-[(1R)-1-(2-Methylpyrimidin-5-yl)ethyl]-3-(5-methyl-1,3-thiazol-2-yl)-5-(oxetan-3-yloxy)benzamide